1-(4-fluorophenyl)-3,3-dicarboxylcyclopropene FC1=CC=C(C=C1)C1=CC1(C(=O)O)C(=O)O